O1COC2=C1C=CC(=C2)CC(=O)NC2=C(C=C(C=C2)C2=NC=NC1=CC(=C(C=C21)OC)OCCCN2CCN(CC2)C)F 2-(Benzo[d][1,3]dioxol-5-yl)-N-(2-fluoro-4-(6-methoxy-7-(3-(4-methylpiperazine-1-yl)propoxy)quinazolin-4-yl)phenyl)acetamide